ONC(CCCCCN1C(N\C(\C1=O)=C/C1=NC2=CC=CC=C2C=C1)=O)=O (Z)-N-hydroxy-6-(2,5-dioxo-4-(quinolin-2-ylmethylene)imidazolidin-1-yl)hexanamide